FC(C=1OC(=CC1C(=O)NC1=NC(=NS1)CN1CCCC1)C1=CC(=CC=C1)OC(F)(F)F)(F)F 2-(trifluoromethyl)-5-(3-(trifluoromethoxy)phenyl)-N-(3-(pyrrolidin-1-ylmethyl)-1,2,4-thiadiazole-5-yl)furan-3-carboxamide